(R)-1-(5-(4-amino-3-(4-phenoxyphenyl)-1H-pyrazolo[3,4-d]pyrimidin-1-yl)-3,3-dimethylpiperidin-1-yl)prop-2-en-1-one N-dodecyl-N,N-dimethyl-2-ammonio-1-ethanesulphonate C(CCCCCCCCCCC)[N+](CCS(=O)(=O)[O-])(C)C.NC1=C2C(=NC=N1)N(N=C2C2=CC=C(C=C2)OC2=CC=CC=C2)[C@@H]2CC(CN(C2)C(C=C)=O)(C)C